C(CCC)N1C=2C=C3C(=CC2C(C=2CCC(=CC12)F)=O)N(C1=CC(=CC=C1C3=O)F)CCCC 5,12-dibutyl-3,10-difluoroquinolino(2,3-b)acridine-7,14(5h,2h)-dione